ClC1=CC(=CC=2N=C(OC21)C=2C(=C(C=CC2)C2=C(C(=CC=C2)NC=2N=CC=C1C(=CC=NC21)C=O)C)C)CO 8-((3'-(7-chloro-5-(hydroxymethyl)benzo[d]oxazol-2-yl)-2,2'-dimethyl-[1,1'-biphenyl]-3-yl)amino)-1,7-naphthyridine-4-carbaldehyde